C1(=CC=CC=C1)N1N=CC=2C1=NC(=NC2)C(=O)O 1-phenyl-1H-pyrazolo[3,4-d]pyrimidine-6-carboxylic acid